4-(spiro[2.2]pentan-1-yl)-1,2,5-oxadiazole-3-carboxylic acid C1(CC12CC2)C=2C(=NON2)C(=O)O